(allyloxy)-7-fluoro-N-methyl-N-phenyl-[1,2,4]triazolo[4,3-a]quinazolin-5-amine C(C=C)OC1=NN=C2N1C1=CC=C(C=C1C(=N2)N(C2=CC=CC=C2)C)F